4-amino-N-methyl-N-((5S,8R)-8-methyl-2-(trifluoromethyl)-5,8-dihydro-6H-pyrano[3,4-b]pyridin-5-yl)imidazo-[1,5-a]pyrido[3,4-e]-pyrazine-8-carboxamide NC=1C=2N(C3=C(N1)C=NC(=C3)C(=O)N([C@@H]3CO[C@@H](C1=NC(=CC=C13)C(F)(F)F)C)C)C=NC2